ClC1=CC2=C(N=N1)N(C(N(C2=O)C)=O)C2C[C@H]1CC[C@@H](C2)N1C(=O)OC(C)(C)C (1R,3s,5S)-tert-butyl 3-(3-chloro-6-methyl-5,7-dioxo-6,7-dihydropyrimido[4,5-c]pyridazin-8(5H)-yl)-8-azabicyclo[3.2.1]octane-8-carboxylate